C(C1=CC=CC=C1)OC(=O)C(C(CN1OC[C@@H]2[C@H]1C(CN2C(=O)OC(C)(C)C)(F)F)O)CC |o1:16,17| tert-butyl (3aS*,6aS*)-1-(3-((benzyloxy) carbonyl)-2-hydroxypentyl)-6,6-difluorohexahydro-4H-pyrrolo[3,2-c]isoxazole-4-carboxylate